N-(2-((4-chloro-3-fluorobenzyl)oxy)-4-(4,4,5,5-tetramethyl-1,3,2-dioxaborolan-2-yl)phenyl)-1,1-difluoromethane-sulfonamide ClC1=C(C=C(COC2=C(C=CC(=C2)B2OC(C(O2)(C)C)(C)C)NS(=O)(=O)C(F)F)C=C1)F